N1CC(C1)C(C)O 1-(azetidin-3-yl)ethan-1-ol